C1CCCC2[NH2+]C3=CC=CC=C3C=C12 HEXAHYDROACRIDINIUM